ClC=1C=C(N)C=CC1Br 3-chloro-4-bromoaniline